C1(CCCCC1)CC1NC(N(C1=O)C1CC2(CC(C2)OC2=NC=CC=C2C(=O)N)C1)=O 2-{[(αr)-6-[4-(cyclohexylmethyl)-2,5-dioxoimidazolidin-1-yl]spiro[3.3]heptan-2-yl]oxy}pyridine-3-carboxamide